tert-butyl N-[3-({7-[(6-chloropyridazin-3-yl)oxy]-8-fluoro-4-methyl-2-oxo-3,4-dihydro-2H-1,3-benzoxazin-3-yl}methyl)-2-fluorophenyl]carbamate ClC1=CC=C(N=N1)OC1=C(C2=C(C(N(C(O2)=O)CC=2C(=C(C=CC2)NC(OC(C)(C)C)=O)F)C)C=C1)F